COC1=C(C=C(C=C1)[N+](=O)[O-])[O-].[Na+] sodium 5-nitroguaiacolate